C(#N)C1=CC=C(OC2=CC=CC(=N2)C(=O)N(C)C)C=C1 6-(4-cyanophenoxy)-N,N-dimethylpicolinamide